CC1=C(C=CC(=C1)C1=NC2=CC=C(C=C2C=N1)C(F)(F)F)N1C(C=2N(CC1)N=CC2C=O)=O 5-(2-Methyl-4-(6-(trifluoromethyl)quinazolin-2-yl)phenyl)-4-oxo-4,5,6,7-tetrahydropyrazolo[1,5-a]pyrazine-3-carbaldehyde